N=1NC=C2C(=CC=CC12)N 2H-indazol-4-amine